1,3-Dimethyl-1H-pyrazole-4-carboxylic acid (4'-methylsulfanyl-biphenyl-2-yl)-amide CSC1=CC=C(C=C1)C1=C(C=CC=C1)NC(=O)C=1C(=NN(C1)C)C